[N+](=[N-])=CC1=C(C=CC=C1)C 1-(diazomethyl)-2-methylbenzene